C(C)(C)(C)OC(=O)N1CCN(CC1)C=1C=CC(=C(C(=O)NC2(CC2)C2=CC(=CC3=CC=CC=C23)C2=CC=C(N2)C(=O)O)C1)C 5-(4-(1-(5-(4-(tert-butoxycarbonyl)piperazin-1-yl)-2-methylbenzamido)cyclopropyl)naphthalen-2-yl)-1H-pyrrole-2-carboxylic acid